C1(CC1)C1=C(C(=O)OC)C=C(C(=C1)CN1CCN(CC1)C(NC1=CC=C(C=C1)C(NC[C@@H]([C@H]([C@@H]([C@@H](CO)O)O)O)O)=O)=O)OCC methyl 2-cyclopropyl-5-ethoxy-4-((4-((4-(((2S,3R,4R,5R)-2,3,4,5,6-pentahydroxyhexyl)carbamoyl)phenyl)carbamoyl)piperazin-1-yl)methyl)benzoate